(2S)-2-{[(1S)-1-(4-methoxy-3-methylphenyl)ethyl]amino}-5,5-dimethylhexanoic acid COC1=C(C=C(C=C1)[C@H](C)N[C@H](C(=O)O)CCC(C)(C)C)C